CNC1=NC=C(C=C1C)NC1=C(C=CC=C1)[N+](=O)[O-] N2,3-dimethyl-N5-(2-nitrophenyl)pyridine-2,5-diamine